FC1=C(COC(CCS(=O)(=O)C2=NC(=CC(=N2)C=2C=CC(N(C2)CC2=CC3=C(N(C=N3)C)C=C2)=O)C)C2=CC=CC=C2)C=CC=C1 5-(2-((3-((2-fluorobenzyl)oxy)-3-phenylpropyl)sulfonyl)-6-methylpyrimidin-4-yl)-1-((1-methyl-1H-benzo[d]imidazol-5-yl)methyl)pyridin-2(1H)-one